COC1=C(C2=CC=CC=C2C=C1)C(=O)N 2-methoxy-1-naphthamide